BrC1=C(C=C(C=C1)S(=O)(=O)N1C[C@@H](CC1)O)F (R)-1-((4-bromo-3-fluorophenyl)sulfonyl)pyrrolidin-3-ol